2-[6-chloro-2-(1H-tetrazol-5-yl)-3-pyridinyl]isoindoline-1,3-dione ClC1=CC=C(C(=N1)C1=NN=NN1)N1C(C2=CC=CC=C2C1=O)=O